(E)-3-(2-chlorobenzylidene)-2-(2-chlorophenyl)-2,3-dihydro-4H-1-benzopyran-4-one ClC1=C(\C=C\2/C(OC3=C(C2=O)C=CC=C3)C3=C(C=CC=C3)Cl)C=CC=C1